(R)-methyl 2-((tert-butoxycarbonyl)amino)-3-iodopropanoate C(C)(C)(C)OC(=O)N[C@H](C(=O)OC)CI